2-chloro-3-fluoro-6-(2-methoxy-4-pyridyl)aniline ClC1=C(N)C(=CC=C1F)C1=CC(=NC=C1)OC